ClC=1C(=NC=CC1C1=NC(=C(C=C1)CN1C[C@H](CC1)O)OC)C=1C(=C(C=CC1)NC(=O)C=1SC(=CN1)CNCCO)C (S)-N-(3-(3'-chloro-5-((3-hydroxypyrrolidin-1-yl)methyl)-6-methoxy-[2,4'-bipyridin]-2'-yl)-2-methylphenyl)-5-(((2-hydroxyethyl)amino)methyl)thiazole-2-carboxamide